C(C)N1CCN(CC1)C=1C=CC(=C(C(=O)NC2(CC2)C2=CC(=NC3=CC=CC=C23)C=2C=NN(C2)C)C1)C 5-(4-ethylpiperazin-1-yl)-2-methyl-N-(1-(2-(1-methyl-1H-pyrazol-4-yl)quinolin-4-yl)cyclopropyl)benzamide